7-(Hydroxymethyl)pyrazolo[1,5-a]pyrido[3,2-e]pyrazin-4(5H)-one OCC1=CC=2NC(C=3N(C2N=C1)N=CC3)=O